2-Oxo-2-[rac-(2R,5S)-2-(2-isopropylindazol-5-yl)-5-methyl-1-piperidyl]acetamide 2,2,2-Trifluoroethyl-2-oxo-2-[rac-(2R,5S)-2-(2-isopropylindazol-5-yl)-5-methyl-1-piperidyl]acetate FC(COC(C(N1[C@H](CC[C@@H](C1)C)C1=CC2=CN(N=C2C=C1)C(C)C)=O)=O)(F)F.O=C(C(=O)N)N1[C@H](CC[C@@H](C1)C)C1=CC2=CN(N=C2C=C1)C(C)C |r|